CC=1C(C2=CC=3CCCC3C(=C2C1)C1=CC=CC=C1)CC1C(=C(C2=CC=CC=C12)C)C (2-methyl-4-phenyl-1,5,6,7-tetrahydro-s-indacen-1-yl)dimethyl-(2-methylindene)